CN1N=CC2=CC(=CC=C12)C1=C(C=C(C=N1)N)C=1N=NN(N1)C(C1=CC=CC=C1)(C1=CC=CC=C1)C1=CC=CC=C1 6-(1-methyl-1H-indazol-5-yl)-5-(2-trityl-2H-tetrazol-5-yl)pyridin-3-amine